BrC=1C=CC(=NC1)NC(CC(CC)F)=O N-(5-bromopyridin-2-yl)-3-fluoropentanamide